2,3-diethyl-4-(4-trifluoromethylphenyl)-9H-indeno[2,1-b]pyridine C(C)C1=C(C(=C2C(=N1)CC=1C=CC=CC12)C1=CC=C(C=C1)C(F)(F)F)CC